dimethyltetrathionate COS(=O)(=O)SSS(=O)(=O)OC